CC1CN2C(O1)=NC(=C2)[N+](=O)[O-] 2-methyl-6-nitro-2,3-dihydroimidazo[2,1-b]oxazole